1-[3-[4-[2-methoxy-4-[(E)-2-methoxycarbonyl-vinyl]-phenoxycarbonyl]-phenoxy]-propoxycarbonyl]-1-methyl-ethylene COC1=C(OC(=O)C2=CC=C(OCCCOC(=O)C(=C)C)C=C2)C=CC(=C1)\C=C\C(=O)OC